NC([C@H](C[C@H]1C(NCCC1)=O)NC([C@H](CC1CC1)N(C(=O)[C@H](C(C)(C)C)NC(=O)C1=NC=CN=C1)C)=O)=O N-[(1S)-1-[[(1S)-2-[[(1S)-2-amino-2-oxo-1-[[(3S)-2-oxo-3-piperidyl]methyl]ethyl]amino]-1-(cyclopropylmethyl)-2-oxo-ethyl]-methyl-carbamoyl]-2,2-dimethyl-propyl]pyrazine-2-carboxamide